N-(2,2-difluoroethyl)-5-(5-methyl-1H-pyrrolo[2,3-b]pyridin-3-yl)pyrazolo[1,5-a]pyridine-3-carboxamide FC(CNC(=O)C=1C=NN2C1C=C(C=C2)C2=CNC1=NC=C(C=C12)C)F